2-[3-[4-(Quinolin-2-ylmethoxy)phenyl]prop-2-enoyl]benzoic acid N1=C(C=CC2=CC=CC=C12)COC1=CC=C(C=C1)C=CC(=O)C1=C(C(=O)O)C=CC=C1